IC=1C=NN2C1C=CC(=C2)C(C#N)(C)C 2-(3-iodopyrazolo[1,5-a]pyridin-6-yl)-2-methyl-propanenitrile